COC1=NC=CC(=C1)C=1C=C(C=CC1)N(C(=O)C1CCCCC1)CC12CCC(CC1)(CC2)C(=O)OC methyl 4-((N-(3-(2-methoxypyridin-4-yl)phenyl)cyclohexanecarboxamido)methyl)bicyclo[2.2.2]octane-1-carboxylate